N3,N3'-(5-amino-3-iminopyridine-2,6(1H,3H)-diylidene)bis{N2-[3-(1H-imidazol-1-yl)propyl]pyrazolo[1,5-a]pyridine-2,3-diamine} NC1=CC(C(NC1=NC=1C(=NN2C1C=CC=C2)NCCCN2C=NC=C2)=NC=2C(=NN1C2C=CC=C1)NCCCN1C=NC=C1)=N